C(C=C)(=O)OCCCC(C(=O)O)CCCC(=O)O acryloyloxypropyladipic acid